OC1=NNC2=NC(=CC(=C21)O)C 3,4-dihydroxy-6-methylpyrazolo(3,4-B)-pyridine